methyl-2-amino-3-phenylpropanoate COC(C(CC1=CC=CC=C1)N)=O